4-nicotinoyl-3,4-dihydro-2H-pyridine C(C1=CN=CC=C1)(=O)C1CCNC=C1